N-[5-[3-(3,3-dimethylbutoxy)phenyl]-4-(2-vinylphenyl)thiazol-2-yl]-3-(pent-4-enylsulfonylamino)benzenesulfonamide CC(CCOC=1C=C(C=CC1)C1=C(N=C(S1)NS(=O)(=O)C1=CC(=CC=C1)NS(=O)(=O)CCCC=C)C1=C(C=CC=C1)C=C)(C)C